ClC=1C(=C(C2=C(C(=NS2)NCC2=CC(=CC=C2)O)C1)Cl)C(=O)N[C@H](C(=O)O)CC1=CC(=CC=C1)S(=O)(=O)C (s)-2-(5,7-dichloro-3-((3-hydroxybenzyl)amino)benzisothiazole-6-carboxamido)-3-(3-(methylsulfonyl)phenyl)propanoic acid